phenophosphazinine-10-oxide C1=CC=CC2=NC3=CC=CC=C3P(=C12)=O